N-cyclopropyl-8-(methylamino)-6-((2-(methylcarbamoyl)thiophen-3-yl)amino)imidazo[1,2-b]Pyridazine-3-carboxamide C1(CC1)NC(=O)C1=CN=C2N1N=C(C=C2NC)NC2=C(SC=C2)C(NC)=O